C(C)(C)NC(O[C@@H]1CO[C@H](C1)C1=CC(=NN1)NC1=CC2=C(S(CC2)(=O)=O)C=C1)=O |r| Racemic-trans-5-(3-((1,1-dioxido-2,3-dihydrobenzo[b]thiophen-5-yl)amino)-1H-pyrazol-5-yl)tetrahydrofuran-3-yl isopropylcarbamate